S1C2=C(C=C1)C=C(C=C2)C=2C=C1CCN(CC1=CC2)C(=O)NC2=CNC1=CC(=C(C=C21)Cl)F 6-(benzo[b]thiophen-5-yl)-N-(5-chloro-6-fluoro-1H-indol-3-yl)-3,4-dihydroisoquinoline-2(1H)-Carboxamide